(3R,4S)-N-(5-chloro-6-(2H-1,2,3-triazol-2-yl)pyridin-3-yl)-1-(3-chloropyridin-2-yl)-3-methylpiperidine-4-carboxamide ClC=1C=C(C=NC1N1N=CC=N1)NC(=O)[C@@H]1[C@H](CN(CC1)C1=NC=CC=C1Cl)C